6-cyclobutyl-N-(6-(difluoromethyl)pyridin-3-yl)-2-(1-methyl-1H-imidazol-2-yl)pyrimidine-4-carboxamide C1(CCC1)C1=CC(=NC(=N1)C=1N(C=CN1)C)C(=O)NC=1C=NC(=CC1)C(F)F